COC=1C(=CC2=CN(N=C2C1C)C)C=1SC2=C(N1)C=NN2C2CCN(CC2)C(=O)OC(C)(C)C tert-butyl 4-(5-(6-methoxy-2,7-dimethyl-2H-indazol-5-yl)-1H-pyrazolo[4,3-d]thiazol-1-yl)piperidine-1-carboxylate